tert-butyl-(2R,3R)-3-[(7-bromo-6-chloro-2,8-difluoro-quinazolin-4-yl)-methyl-amino]-2-methyl-pyrrolidine-1-carboxylate C(C)(C)(C)OC(=O)N1[C@@H]([C@@H](CC1)N(C)C1=NC(=NC2=C(C(=C(C=C12)Cl)Br)F)F)C